3-(5-(((1s,2s)-2-hydroxycyclopentyl)oxy)-1-oxoisoindolin-2-yl)piperidine-2,6-dione O[C@@H]1[C@H](CCC1)OC=1C=C2CN(C(C2=CC1)=O)C1C(NC(CC1)=O)=O